ClC(C(=O)N(NC([C@H](C[Si](C)(C)C)NC(=O)C1=NOC(=C1)C)=O)CC1C(NCC1)=O)F N-[(1R)-2-[2-(2-chloro-2-fluoro-acetyl)-2-[(2-oxopyrrolidin-3-yl)methyl]hydrazino]-2-oxo-1-(trimethylsilylmethyl)ethyl]-5-methyl-isoxazole-3-carboxamide